Cl.ClCCN(CC)CC 2-chloro-N,N-diethylethan-1-amine hydrochloride